COC(=O)C1=NC=C(C=C1)C(=O)O pyridine-2,5-dicarboxylic acid methyl ester